6-(2-(5-cyclopropyl-3-(2,6-dichlorophenyl)isoxazol-4-yl)-7-azaspiro[3.5]non-1-en-7-yl)-3-(trifluoromethyl)imidazo[1,5-a]pyridine-1-carboxylic acid C1(CC1)C1=C(C(=NO1)C1=C(C=CC=C1Cl)Cl)C1=CC2(C1)CCN(CC2)C=2C=CC=1N(C2)C(=NC1C(=O)O)C(F)(F)F